CC1(N(CC2=C1NN=C2NC2=NC(=NC=C2)NCC)C(=O)N2[C@H](CN(C(C2)(C)C)C)C)C N4-(6,6-dimethyl-5-{[(2S)-2,4,5,5-tetramethyl-piperazin-1-yl]carbonyl}-1,4,5,6-tetrahydropyrrolo[3,4-c]pyrazol-3-yl)-N2-ethylpyrimidine-2,4-diamine